4-(2-methyl-3-(1-oxoisoindolin-2-yl)phenyl)-2-(pyridin-3-yl)-1H-indole-7-carboxamide CC1=C(C=CC=C1N1C(C2=CC=CC=C2C1)=O)C1=C2C=C(NC2=C(C=C1)C(=O)N)C=1C=NC=CC1